methyl (1,2-dimethyl-3-methylenecyclopentyl)acetate CC1(C(C(CC1)=C)C)CC(=O)OC